C(C)(C)(C)OC(=O)N1CCC2(CCC[C@H]2N[S@](=O)C(C)(C)C)CC1 (R)-1-((R)-1,1-dimethylethylsulfinylamino)-8-azaspiro[4.5]decane-8-carboxylic acid tert-butyl ester